C(=O)O.NCCCOCCNC(C1=C(C=C(C=C1)NC=1C=2N(C=CN1)C(=CN2)C=2C(=NN(C2)CCF)C(F)(F)F)CC)=O N-(2-(3-aminopropoxy)ethyl)-2-ethyl-4-((3-(1-(2-fluoroethyl)-3-(trifluoromethyl)-1H-pyrazol-4-yl)imidazo[1,2-a]pyrazin-8-yl)amino)benzamide formate